NC1=NC(=C(C=C1C=1C=C2CCNC(C2=CC1)=O)C1=C(C(=C(C=C1)N1CCN(CC1)C(C)C)F)F)F 6-(2-amino-5-(2,3-difluoro-4-(4-isopropylpiperazin-1-yl)phenyl)-6-fluoropyridin-3-yl)-3,4-dihydroisoquinolin-1(2H)-one